(trans-3-(3-cyclopropyl-4-(1-methyl-1H-pyrazolo[4,3-c]pyridin-7-yl)-1H-pyrazol-1-yl)cyclobutyl)methanamine C1(CC1)C1=NN(C=C1C=1C2=C(C=NC1)C=NN2C)[C@@H]2C[C@H](C2)CN